tert-butyl (1S,4aR,8aS)-1-methyl-5-oxo-1,3,4,4a,6,7,8,8a-octahydroisoquinoline-2-carboxylate C[C@@H]1N(CC[C@H]2C(CCC[C@H]12)=O)C(=O)OC(C)(C)C